CN1N=C2N(C3=CC=C(C=C3C2=C1)C(=O)NCCOCCOCCC(=O)OCCCC)C1=CC=C(C=C1)C(F)(F)F butyl 3-{2-[2-({2-methyl-8-[4-(trifluoromethyl)phenyl]-2H,8H-pyrazolo[3,4-b]indol-5-yl}formamido)-ethoxy]ethoxy}propanoate